N1C(=NC2=C1C=CC=C2)C(N2C=NC1=CC=C(C=C1C2=O)C2=CC=C(C=C2)C2CCN(CC2)C)C2=C(C=CC(=C2)F)OCOC 3-[1H-benzimidazol-2-yl-[5-fluoro-2-(methoxymethoxy)phenyl]methyl]-6-[4-(1-methyl-4-piperidinyl)phenyl]quinazolin-4-one